4-[4-[Acetyl-(cyclopropylmethyl)amino]phenyl]-N-(3-pyridylmethyl)benzamide C(C)(=O)N(C1=CC=C(C=C1)C1=CC=C(C(=O)NCC=2C=NC=CC2)C=C1)CC1CC1